3-iodo-1H-pyrazole-4-carbonitrile IC1=NNC=C1C#N